ClC1=C(C=C(C=C1)N)Cl 1,2-dichloro-4-aminobenzene